N-(4-((5-chloro-4-(3-fluoroPhenoxy)-2-(2-hydroxypropan-2-yl)phenyl)amino)-7-methoxyquinazolin-6-yl)-2-fluoro-3-(1-methylpyrrolidin-2-yl)acrylamide ClC=1C(=CC(=C(C1)NC1=NC=NC2=CC(=C(C=C12)NC(C(=CC1N(CCC1)C)F)=O)OC)C(C)(C)O)OC1=CC(=CC=C1)F